4-(2-(1-ethyl-3-(trifluoromethyl)-1H-pyrazol-4-yl)-3-fluoro-4-hydroxyphenyl)thieno[2,3-c]pyridine-2-carbonitrile C(C)N1N=C(C(=C1)C1=C(C=CC(=C1F)O)C1=C2C(=CN=C1)SC(=C2)C#N)C(F)(F)F